(1R,5S)-3-(7-(3-amino-2-cyano-4-fluoro-6-iodo-5-methylphenyl)-2,6,8-trifluoroquinazolin-4-yl)-3,8-diazabicyclo[3.2.1]octane-8-carboxylic acid tert-butyl ester C(C)(C)(C)OC(=O)N1[C@H]2CN(C[C@@H]1CC2)C2=NC(=NC1=C(C(=C(C=C21)F)C2=C(C(=C(C(=C2I)C)F)N)C#N)F)F